F[C@@H]1C[C@H](C[C@@H]1OS(=O)(=O)C(F)(F)F)C(=O)[O-] |r| rac-(1S,3R,4S)-3-fluoro-4-(trifluoromethanesulfonyloxy)cyclopentane-1-carboxylate